CO[C@H]1[C@@H](O[C@@H]([C@H]1O)[C@@H](O)C)N1C(=O)N=C(N)C=C1 2'-O-methyl-5'-(S)-methyl-cytidine